ClC=1C=C(C2=C(C=C(O2)C=2C=C(C(=C(C2)O)O)O)C1)O 5-(5-chloro-7-hydroxybenzofuran-2-yl)benzene-1,2,3-triol